2-amino-4-(6-(bis(4-methoxybenzyl)amino)-4-methyl-3-(trifluoromethyl)pyridin-2-yl)-5-chloro-3,6-difluorobenzoic acid NC1=C(C(=O)O)C(=C(C(=C1F)C1=NC(=CC(=C1C(F)(F)F)C)N(CC1=CC=C(C=C1)OC)CC1=CC=C(C=C1)OC)Cl)F